p-mentha-2,8-diene-1-ol C1(C=CC(CC1)C(=C)C)(C)O